1,4-dibenzyloxybutanediol C(C1=CC=CC=C1)OC(CCCOCC1=CC=CC=C1)(O)O